18-Chloro-3,6,9,12-tetraoxaoctadecane-1-thiol ClCCCCCCOCCOCCOCCOCCS